ClC=1C=C(NCCN2CCOCC2)C=CC1[N+](=O)[O-] 3-chloro-N-(2-morpholinoethyl)-4-nitroaniline